BrC1=C(C=C(C=C1)[N+](=O)[O-])S(=O)(=O)F 2-bromo-5-nitrobenzenesulfonyl fluoride